C1=C(C=CC2=CC=CC=C12)S(=O)(=O)OC=1C=C(C=CC1)NC(NC1=CC(=CC=C1)OS(=O)(=O)C1=CC2=CC=CC=C2C=C1)=O bis-[3-(2-naphthalenesulfonyloxy)phenyl]urea